O1S(C1)(=O)=O oxathiirane 2,2-dioxide